5-fluoro-N-(4-(1-(vinylsulfonyl)piperidin-4-yl)phenyl)isoindoline-2-carboxamide FC=1C=C2CN(CC2=CC1)C(=O)NC1=CC=C(C=C1)C1CCN(CC1)S(=O)(=O)C=C